5-(1-(2,2-difluoropropyl)-1H-benzo[d][1,2,3]triazol-6-yl)-N-((3R,4S)-3-fluoro-1-(oxetan-3-yl)piperidin-4-yl)-4-methoxypyrrolo[2,1-f][1,2,4]triazin-2-amine FC(CN1N=NC2=C1C=C(C=C2)C=2C=CN1N=C(N=C(C12)OC)N[C@@H]1[C@@H](CN(CC1)C1COC1)F)(C)F